3-methyl-1,4-diaminocyclohexane CC1CC(CCC1N)N